6-chloro-7-methoxy-2-methyl-3-(4-(4-(trifluoromethoxy)phenoxy) phenyl)quinolin-4-yl methyl carbonate C(OC1=C(C(=NC2=CC(=C(C=C12)Cl)OC)C)C1=CC=C(C=C1)OC1=CC=C(C=C1)OC(F)(F)F)(OC)=O